3-chlorophthalic anhydride ClC1=C2C(C(=O)OC2=O)=CC=C1